C(C1=CC=CC=C1)OC=1C=C2CCN3C(C2=CC1)=C(C(=CC3=O)OC[C@H]3OCCOC3)C3CC3 9-benzyloxy-1-cyclopropyl-2-((S)-1-[1,4]dioxan-2-ylmethoxy)-6,7-dihydro-pyrido[2,1-a]isoquinolin-4-one